2,2',3',4',6'-pentafluoro-5'-(2-hydroxyethyl)-5-nitro-[1,1'-biphenyl]-4-ol FC1=C(C=C(C(=C1)O)[N+](=O)[O-])C1=C(C(=C(C(=C1F)CCO)F)F)F